6,15-dioxo-8,11-dioxa-5,14-diaza-nonadecane O=C(NCCCC)COCCOCCNC(CCCC)=O